Tert-Butyl 1-[(6-methoxypyridin-2-yl)methyl]piperidine-4-carboxylate COC1=CC=CC(=N1)CN1CCC(CC1)C(=O)OC(C)(C)C